(R)-(4-(4-fluoropyrazolo[1,5-a]pyridin-2-yl)-6,7-dihydro-1H-imidazo[4,5-c]pyridin-5(4H)-yl)(1-(pyridin-2-yl)-1H-pyrazol-5-yl)methanone FC=1C=2N(C=CC1)N=C(C2)[C@@H]2N(CCC1=C2N=CN1)C(=O)C1=CC=NN1C1=NC=CC=C1